Cl.CN1N=CC(=C1)[C@H]1[C@@H](C1)N |r| trans-rac-(1R,2S)-2-(1-methylpyrazol-4-yl)cyclopropylamine hydrochloride